FC(CNC1=NCC(=C2N1C=CC(=C2)C(F)(F)F)C2=C(C=CC=C2)C)F 1-((2,2-difluoroethyl)amino)-4-(o-tolyl)-6-(trifluoromethyl)-3H-pyrido[1,2-c]pyrimidine